((2,2,4,6,7-pentamethyl-2,3-dihydrobenzofuran-5-yl)sulfonyl)-D-arginine CC1(OC2=C(C1)C(=C(C(=C2C)C)S(=O)(=O)N[C@H](CCCNC(N)=N)C(=O)O)C)C